tert-butyl 3-cyano-4-[[6-[3-(2-methoxy-4-methylsulfonyl-anilino)prop-1-ynyl]-1-(2,2,2-trifluoroethyl) benzimidazole-4-carbonyl]amino]piperidine-1-carboxylate C(#N)C1CN(CCC1NC(=O)C1=CC(=CC=2N(C=NC21)CC(F)(F)F)C#CCNC2=C(C=C(C=C2)S(=O)(=O)C)OC)C(=O)OC(C)(C)C